6-Chloro-1-(2-hydroxyethyl)-1,2-dihydro-3H-indazol-3-one ClC1=CC=C2C(NN(C2=C1)CCO)=O